(S)-7-(2-(2-methylazetidin-1-yl)-6,7-dihydro-5H-cyclopenta[d]pyrimidin-4-yl)quinazoline-2,4-diamine C[C@@H]1N(CC1)C=1N=C(C2=C(N1)CCC2)C2=CC=C1C(=NC(=NC1=C2)N)N